3-Amino-4-(7-fluoro-1H-indazol-4-yl)-7-(trifluoromethyl)-1H-1,5-naphthyridin-2-one NC=1C(NC2=CC(=CN=C2C1C1=C2C=NNC2=C(C=C1)F)C(F)(F)F)=O